OC1=C(C(=O)N2CC3=CC=CC(=C3C2)N(C(\C=C\CN(C)C)=O)C)C=C(C(=C1)O)C(C)C (E)-N-(2-(2,4-Dihydroxy-5-isopropylbenzoyl)isoindolin-4-yl)-4-(dimethylamino)-N-methylbut-2-enamide